CC=1C(=NOC1)C1(NC(NC1=O)=O)CNC(=O)C=1C(=CC=CC1)C1=CC=C(C=C1)C(F)(F)F N-{[4-(4-Methyl-1,2-oxazol-3-yl)-2,5-dioxoimidazolidin-4-yl]methyl}-4'-(trifluoromethyl)[biphenyl]-2-carboxamid